5-(4-bromo-3-(methoxymethoxy)phenyl)-2,7-dimethyl-2H-pyrazolo[4,3-B]pyridine BrC1=C(C=C(C=C1)C=1C=C(C=2C(N1)=CN(N2)C)C)OCOC